OC(C)(C)C1=CC=C(C=N1)NC(O[C@H](C)[C@H](C)OC1=CC2=C(N=C(S2)C2=C3N=CC(=NC3=CC(=C2)C)OC)C=C1F)=O (2R,3S)-3-((5-fluoro-2-(2-methoxy-7-methylquinoxalin-5-yl)benzo[d]thiazol-6-yl)oxy)butan-2-yl (6-(2-hydroxypropan-2-yl)pyridin-3-yl)carbamate